N-(4-(3-amino-6-(1-(azetidin-3-yl)piperidin-4-yl)-1H-pyrazolo[4,3-c]pyridin-4-yl)benzyl)-5-fluoro-2-methoxybenzamide hydrochloride Cl.NC1=NNC2=C1C(=NC(=C2)C2CCN(CC2)C2CNC2)C2=CC=C(CNC(C1=C(C=CC(=C1)F)OC)=O)C=C2